tert-butyl 6-methyl-2-[(1-oxo-5-phenyl-1,2-dihydro-2,7-naphthyridin-2-yl)methyl]-1H-indole-1-carboxylate CC1=CC=C2C=C(N(C2=C1)C(=O)OC(C)(C)C)CN1C(C2=CN=CC(=C2C=C1)C1=CC=CC=C1)=O